C(C)(C)C1=C(NC2=CC=C(C=C12)C1CCN(CC1)C1COC1)C1=CC(=NC2=CC=CC=C12)C 4-(3-isopropyl-5-(1-(oxetan-3-yl)piperidin-4-yl)-1H-indol-2-yl)-2-methylquinoline